2-(3-pyridinyl)-N-(pyrimidin-2-ylmethyl)indazole-5-carboxamide N1=CC(=CC=C1)N1N=C2C=CC(=CC2=C1)C(=O)NCC1=NC=CC=N1